NC1=C(C=CC=C1)S(=O)(=O)O o-Aminobenzenesulfonic acid